C(N)(OCC(S(=O)(=O)C)CC1=CC=C(C=C1)NC([C@H](C)NC([C@H](C(C)C)N=[N+]=[N-])=O)=O)=O 4-((S)-2-((S)-2-azido-3-methylbutanoylamino) propionylamino)-benzyl-(2-(methylsulfonyl) ethyl) carbamate